5-fluoro-6-(3-methoxy-4-methyl-phenoxy)pyridin-3-amine FC=1C=C(C=NC1OC1=CC(=C(C=C1)C)OC)N